ethanediylbisimidazol C(CC=1NC=CN1)C=1NC=CN1